C(C)(C)(C)C1C(CCCC1)NC(=O)CC(CC(=O)NC1C(CCCC1)C(C)(C)C)C(=O)NC1C(CCCC1)C(C)(C)C 1,2,3-propanetricarboxylic acid tris(2-tert-butylcyclohexylamide)